OC1=C(C=CC(=C1)C(C)C)N1N=C2C=3[C@@H](N(CCC13)C(C1=CN=C(C(=C1)O)C(F)(F)F)=O)CN(CCO2)C(C=C)=O |o1:14| (R or S)-1-(2-(2-hydroxy-4-isopropylphenyl)-5-(5-hydroxy-6-(trifluoromethyl)nicotinoyl)-2,3,4,5,5a,6,8,9-octahydro-7H-10-oxa-1,2,5,7-tetraazacycloocta[cd]inden-7-yl)prop-2-en-1-one